C(C)C1=NOC2=NC=CC=C21 ethyl[1,2]oxazolo[5,4-b]pyridine